O=C1NC(CCC1N1C(C2=CC=CC(=C2C1=O)NCCOCCNC(C)=O)=O)=O N-[2-(2-{[2-(2,6-dioxopiperidin-3-yl)-1,3-dioxo-2,3-dihydro-1H-isoindol-4-yl]amino}ethoxy)ethyl]acetamide